O1CC(C2C1OCC2)O hexahydrofuro[2,3-b]-furan-3-ol